NC1=NC(=C(C=2N1C(N(N2)CCNC=2C=CC(=C(C(=O)NC)C2)Cl)=O)C2=CC(=NC(=C2)C)C)C2=CC=CC=C2 5-[2-[5-amino-8-(2,6-dimethyl-4-pyridinyl)-3-oxo-7-phenyl-[1,2,4]triazolo[4,3-c]pyrimidin-2-yl]ethylamino]-2-chloro-N-methyl-benzamide